3'-[methylenebis(11H-indeno[1,2-b]quinolin-11,11-diyl)] dipropionate C(CC)(=O)OC1(C2=CC=CC=C2C2=NC=3C=CC=CC3C=C21)CC2(C1=CC=CC=C1C1=NC=3C=CC=CC3C=C12)OC(CC)=O